C1(=CC=CC=C1)P([O-])(=O)C1=CC=CC=C1.C1(=CC=CC=C1)P([O-])(=O)C1=CC=CC=C1.C1(=CC=CC=C1)P([O-])(=O)C1=CC=CC=C1.[Al+3] aluminum trisdiphenylphosphinate